6-bromo-2-(1-(4-ethyl-1,4-diazepan-1-yl)butyl)-7-fluoro-3-propylquinazolin-4(3H)-one BrC=1C=C2C(N(C(=NC2=CC1F)C(CCC)N1CCN(CCC1)CC)CCC)=O